(S)-2-((tert-butoxycarbonyl)amino)pentanoic Acid C(C)(C)(C)OC(=O)N[C@H](C(=O)O)CCC